1-[6-[3-(5-chloro-2,4-difluoro-phenyl)-1H-pyrazol-4-yl]-1,5-naphthyridin-3-yl]-N,N-dimethyl-azetidin-3-amine ClC=1C(=CC(=C(C1)C1=NNC=C1C=1N=C2C=C(C=NC2=CC1)N1CC(C1)N(C)C)F)F